FC=1C=C(C=CC1N1C(CC(CC1)C(=O)OC(C)(C)C)N)[N+](=O)[O-] 3-fluoro-4-(4-Boc-aminopiperidin-1-yl)nitrobenzene